3-[(4-methoxyphenyl)methoxy]-2,2-dimethylpropan-1-ol COC1=CC=C(C=C1)COCC(CO)(C)C